Chloro-2-hydroxypropyltrimethylammonium chlorid [Cl-].ClC[N+](C)(C)CC(C)O